CC(CNC(=O)C1=NC(=CC=C1OC)NC=1C=NC=C(C1)F)(C)C N-(2,2-dimethylpropyl)-6-[(5-fluoro-3-pyridinyl)amino]-3-methoxy-pyridine-2-carboxamide